SC=1SC=C(N1)C1=CC=NC=C1 2-sulfhydryl-4-(4-pyridyl)thiazole